FC1=C(C=CC(=C1)F)N1N=C(C=CC1=O)C(=O)O 1-(2,4-difluorophenyl)-6-oxopyridazine-3-carboxylic acid